C(CCC)[C@@H]1CS(C2=C(N(C1)C1=CC=CC=C1)C=C(C(=C2)O)SC)(=O)=O (S)-3-butyl-8-hydroxy-7-(methylthio)-5-phenyl-2,3,4,5-tetrahydro-1,5-benzothiazepine 1,1-dioxide